O-(tert-butyldimethylsilyl)-N-(4'-cyclopropyl-5,6'-dimethoxy-[2,5'-bipyrimidine]-4-yl)-N-(4-(1-methyl-4-(trifluoromethyl)-1H-imidazol-2-yl)benzyl)hydroxylamine [Si](C)(C)(C(C)(C)C)ON(CC1=CC=C(C=C1)C=1N(C=C(N1)C(F)(F)F)C)C1=NC(=NC=C1OC)C=1C(=NC=NC1OC)C1CC1